FC=1C(=C2C(=NC1)NC=C2)C=2C(=NN1C2CCCC1)C1=NC=C(C=C1)F 5-fluoro-4-[2-(5-fluoro-2-pyridinyl)-4,5,6,7-tetrahydropyrazolo[1,5-a]pyridin-3-yl]-1H-pyrrolo[2,3-b]pyridine